ClC=1C=C(C=CC1)N1N=CC(=C1)C(C(=O)NC1=CC(=NN1C(=O)OC(C)(C)C)C1COC1)C Tert-butyl 5-(2-(1-(3-chlorophenyl)-1H-pyrazol-4-yl) propanamido)-3-(oxetan-3-yl)-1H-pyrazole-1-carboxylate